(4S,12AS)-3,4,6,8,12,12A-hexahydro-7-methoxy-4-methyl-6,8-dioxo-2H-pyrido[1',2':4,5]pyrazino[2,1-B][1,3]oxazine-9-carboxylic acid COC=1C(C(=CN2C[C@@H]3OCC[C@@H](N3C(C21)=O)C)C(=O)O)=O